C(#N)C1=C(NC=2C1=NC(=CC2)N(C(C#CC)=O)C2=C(C=C(C(=C2)C)I)C2CC2)C2CC2 N-{3-cyano-2-cyclopropyl-1H-pyrrolo[3,2-b]pyridin-5-yl}-N-(2-cyclopropyl-4-iodo-5-methylphenyl)but-2-ynamide